C1(=CC=C(C=C1)C(=O)[O-])C(=O)[O-] 1,4-benzenedi-carboxylate